2-AMINO-5-(PERFLUOROPHENYL)ISONICOTINALDEHYDE NC=1C=C(C=O)C(=CN1)C1=C(C(=C(C(=C1F)F)F)F)F